[Fe].[Nb] columbium-iron